C1(CC1)C1=C(C=CC=C1)C1=CC(=C(C=C1)C1CN(CC1)C(=O)C1=NC(=C(C=C1)O)C)CO [3-(2'-cyclopropyl-3-hydroxymethyl-biphenyl-4-yl)-pyrrolidin-1-yl]-(5-hydroxy-6-methyl-pyridin-2-yl)-methanone